C(C)(C)(C)C1=CC=C(C=CC=2NC3=C(N2)C=C2C(NC(=N2)C=CC2=CC=C(C=C2)C(C)(C)C)=C3)C=C1 2,6-di(p-tert-butylstyryl)-1,7-dihydrobenzo[1,2-d:4,5-d']diimidazole